5-(1-methyl-1H-pyrazol-4-yl)-3-(1,2,3,6-tetrahydro-pyridin-4-yl)-thieno[3,2-b]pyridine CN1N=CC(=C1)C1=CC=C2C(=N1)C(=CS2)C=2CCNCC2